C1=CC=CC=2C3=CC=CC=C3C(C12)COC(=O)N[C@@H](CCCCNC([C@@H](NC(=O)OC(C)(C)C)CCCCNC(CC[C@@H](C(=O)OC(C)(C)C)NC(CCCCCC(CCCCCCCCCC)P(=O)(OC(C)(C)C)OC(C)(C)C)=O)=O)=O)C(=O)O N2-(((9H-fluoren-9-yl)methoxy)carbonyl)-N6-(N6-((S)-5-(tert-butoxy)-4-(l-7-(di-tert-butoxyphosphoryl)heptadecanamido)-5-oxopentanoyl)-N2-(tert-butoxycarbonyl)-L-lysyl)-L-lysine